The molecule is a 2',7'-bis-(2-carboxyethyl)carboxyfluorescein compound having a carboxy substituent in the 5-position. It has a role as a fluorochrome. It derives from a fluorescein. C1=CC(=C(C=C1C(=O)O)C(=O)O)C2=C3C=C(C(=O)C=C3OC4=C2C=C(C(=C4)O)CCC(=O)O)CCC(=O)O